CN(C[C@@H](C1=CC=C(C=C1)C1=C(N=CS1)C)NC(OC(C)(C)C)=O)S(=O)(=O)C1=C(C=CC=C1)[N+](=O)[O-] tert-butyl {(1R)-2-[methyl(2-nitrobenzene-1-sulfonyl)amino]-1-[4-(4-methyl-1,3-thiazol-5-yl)phenyl]ethyl}carbamate